BrCCCC(=O)ON1C(C2=CC=CC=C2C1=O)=O 1,3-dioxoisoindol-2-yl 4-bromobutyrate